7-cyano-6-fluoro-2,3-dihydrobenzofuran-4-carboxylic acid methyl ester COC(=O)C=1C=C(C(=C2C1CCO2)C#N)F